(1-chloro-2-methyl-propyl) decanoate C(CCCCCCCCC)(=O)OC(C(C)C)Cl